ClC1=C(CNC(=O)C2C=3C=CC=NC3C(CC2)O)C(=CC(=C1)Cl)COC N-(2,4-dichloro-6-(methoxymethyl)benzyl)-8-hydroxy-5,6,7,8-tetrahydroquinoline-5-carboxamide